6-((4-methoxybenzyl)oxy)-1-methyl-4-(prop-1-en-2-yl)cyclohex-2-en-1-ol COC1=CC=C(COC2CC(C=CC2(O)C)C(=C)C)C=C1